1-N'-[5-fluoro-6-[7-methoxy-6-[3-(methoxymethyl)-1,2,4-oxadiazol-5-yl]quinolin-4-yl]oxy-pyridin-3-yl]-1-N-(4-fluorophenyl)cyclopropane-1,1-dicarboxamide hydrochloride Cl.FC=1C=C(C=NC1OC1=CC=NC2=CC(=C(C=C12)C1=NC(=NO1)COC)OC)NC(=O)C1(CC1)C(=O)NC1=CC=C(C=C1)F